4-(phenylsulfonyl)thiophen C1(=CC=CC=C1)S(=O)(=O)C=1C=CSC1